(E)-5-(8-(7-Acetyl-3-ethyl-5,6,7,8-tetrahydroimidazo[1,5-a]pyrazin-1-yl)isoquinolin-3-yl)-N-(3-(3-((2,6-dioxopiperidin-3-yl)(methyl)carbamoyl)phenyl)allyl)picolinamide C(C)(=O)N1CC=2N(CC1)C(=NC2C=2C=CC=C1C=C(N=CC21)C=2C=CC(=NC2)C(=O)NC\C=C\C2=CC(=CC=C2)C(N(C)C2C(NC(CC2)=O)=O)=O)CC